1-(2-chloro-4-hydroxyphenyl)-3-(1-methyl-1H-indol-5-yl)urea ClC1=C(C=CC(=C1)O)NC(=O)NC=1C=C2C=CN(C2=CC1)C